[(4S)-7,8-dichloro-6-(3-fluoro-2-pyridyl)-4-methyl-4H-[1,2,4]triazolo[1,5-a][1,4]benzodiazepin-2-yl]-(2-oxa-6-azaspiro[3.3]heptan-6-yl)methanone ClC1=C(C=CC2=C1C(=N[C@H](C=1N2N=C(N1)C(=O)N1CC2(COC2)C1)C)C1=NC=CC=C1F)Cl